tris(2,3-diethylpentyl)aluminum C(C)C(C[Al](CC(C(CC)CC)CC)CC(C(CC)CC)CC)C(CC)CC